(S)-6-(((1-(1-(difluoromethyl)cyclopropyl)-1H-1,2,3-triazol-4-yl)(1-oxo-1,2-dihydroisoquinolin-5-yl)methyl)amino)-4-(neopentylamino)quinoline-3,8-dicarbonitrile FC(C1(CC1)N1N=NC(=C1)[C@H](C1=C2C=CNC(C2=CC=C1)=O)NC=1C=C2C(=C(C=NC2=C(C1)C#N)C#N)NCC(C)(C)C)F